C(C)C1=C(C=CC(=C1)N1CCN(CC1)C)NC1=NC=C(C(=N1)NCCCN1C(C(OCCC1)(C)C)=O)C(F)(F)F 4-(3-((2-((2-ethyl-4-(4-methylpiperazin-1-yl)phenyl)amino)-5-(trifluoromethyl)pyrimidin-4-yl)amino)propyl)-2,2-dimethyl-1,4-oxazepan-3-one